COC(C1=CC=C(C=C1)OC(F)(F)F)OC 1-(dimethoxymethyl)-4-trifluoromethoxybenzene